[N+](=O)([O-])C1=CC=C(C=C1)N(C(O)=O)[C@H](C)C1=CC(=CC=C1)OC([2H])([2H])[2H].N(N)C(CCSCCC(=O)NN)=O 3-[(3-hydrazino-3-oxopropyl)thio]propanehydrazide 4-nitrophenyl-(R)-(1-(3-(methoxy-d3)phenyl)ethyl)carbamate